4-((3-(1-methyl-1H-pyrazol-4-yl)quinoxalin-6-yl)oxy)aniline CN1N=CC(=C1)C=1C=NC2=CC=C(C=C2N1)OC1=CC=C(N)C=C1